C1([C@H](O)[C@@H](O)[C@H](O)[C@H](O1)CO)O[C@H]1[C@@H]([C@H](C(O)O[C@@H]1CO)O)O glucopyranosyl-(1->4)-D-glucopyranose